C(C)C1=CC=CC(=N1)CC[C@@H](C)[C@H]1CC[C@H]2[C@@H]3CC=C4C[C@H](CC[C@@]4([C@H]3CC[C@]12C)C)O (3S,8S,9S,10R,13R,14S,17R)-17-((R)-4-(6-ethylpyridin-2-yl)butan-2-yl)-10,13-dimethyl-2,3,4,7,8,9,10,11,12,13,14,15,16,17-tetradecahydro-1H-cyclopenta[a]phenanthren-3-ol